2-naphthalenesulfonic acid methyl ester COS(=O)(=O)C1=CC2=CC=CC=C2C=C1